3-(4-((difluoromethyl)sulfonamido)-3-(1-(4-fluorophenyl)propoxy)phenyl)-5-(pyrazin-2-ylamino)-1H-pyrazole-4-carboxamide FC(S(=O)(=O)NC1=C(C=C(C=C1)C1=NNC(=C1C(=O)N)NC1=NC=CN=C1)OC(CC)C1=CC=C(C=C1)F)F